(S)-1-(pyridin-4-ylcarbamoyl)-6-azaspiro[2.5]octane-6-carboxylate N1=CC=C(C=C1)NC(=O)[C@H]1CC12CCN(CC2)C(=O)[O-]